4-(3-((1-(4-tert-butyl chloro-3-(2,4-dioxotetrahydropyrimidin-1(2H)-yl)benzoyl)piperidin-4-yl)oxy)propyl)piperazine-1-carboxylate C(C)(C)(C)C1=C(C(=C(C(=O)N2CCC(CC2)OCCCN2CCN(CC2)C(=O)[O-])C=C1)Cl)N1C(NC(CC1)=O)=O